CN(C(CN1N=C(C=C1C(=O)OCC)C(F)(F)F)=O)C ethyl 1-(2-(dimethylamino)-2-oxoethyl)-3-(trifluoromethyl)-1H-pyrazole-5-carboxylate